C1(CCCCC1)OC1=NC=C(C=N1)NC1=CC=CC=C1 2-(cyclohexyloxy)-N-phenyl-5-Pyrimidinamine